OCC=1C=C(C=CC1C)[C@H](C(C(=O)OC)(C)C)OCC#C Methyl (R)-3-(3-(hydroxymethyl)-4-methylphenyl)-2,2-dimethyl-3-(prop-2-yn-1-yloxy)propanoate